OC(CC(=O)N1CC2=CC=C(C=C2CC1)NC1=NC=C(C(=N1)NCCC(C)(C)O)C(F)(F)F)(C)C 3-hydroxy-1-(6-((4-((3-hydroxy-3-methylbutyl)amino)-5-(trifluoromethyl)pyrimidin-2-yl)amino)-3,4-dihydroisoquinolin-2(1H)-yl)-3-methylbutan-1-one